7-(3,5-dimethoxyphenyl)-N-(4-ethoxyphenyl)pyrazolo[1,5-a]pyrimidine-2-carboxamide COC=1C=C(C=C(C1)OC)C1=CC=NC=2N1N=C(C2)C(=O)NC2=CC=C(C=C2)OCC